N-[1-[4-[(5-chloro-6-phenoxy-3-pyridyl)amino]pyrido[3,2-d]pyrimidin-6-yl]azetidin-3-yl]-N-methyl-prop-2-enamide ClC=1C=C(C=NC1OC1=CC=CC=C1)NC=1C2=C(N=CN1)C=CC(=N2)N2CC(C2)N(C(C=C)=O)C